2-methylpyrido[3,4-d]pyrimidin CC=1N=CC2=C(N1)C=NC=C2